(R)-4-((5-chloro-7-morpholino-3H-imidazo[4,5-b]pyridin-3-yl)methyl)-3-methyloxazolidin-2-one ClC1=CC(=C2C(=N1)N(C=N2)C[C@H]2N(C(OC2)=O)C)N2CCOCC2